ClC1=C(C=CC=C1)C1=CC(OC2=CC(=CC=C12)O[C@@H](C(=C=O)N1CC2CCC(C1)N2C2CCCCC2)C)=O 4-(2-chlorophenyl)-7-(((2R)-1-(8-cyclohexyl-3,8-diazabicyclo[3.2.1]oct-3-yl)-1-carbonylpropan-2-yl)oxy)-2H-chromen-2-one